(2,4-di-t-butylphenyl-4,4'-biphenyl) bisphosphate P(=O)(O)(O)O.P(=O)(O)(O)O.C(C)(C)(C)C1=C(C=CC(=C1)C(C)(C)C)C1=CC=C(C=C1)C1=CC=CC=C1